NC=1C(=CC(=NC1)CCO)C 2-(5-amino-4-methylpyridin-2-yl)ethan-1-ol